[3-(1H-benzimidazol-2-yl)-4-fluorophenyl]-4-(morpholin-4-ylsulfonyl)-2-chlorobenzamide N1C(=NC2=C1C=CC=C2)C=2C=C(C=CC2F)C=2C(=C(C(=O)N)C=CC2S(=O)(=O)N2CCOCC2)Cl